1-[17β-(acetyloxy)-3α-hydroxy-2β-(4-morpholinyl)-5α-androstan-16β-yl]-1-(2-propenyl)pyrrolidinium bromide [Br-].C(C)(=O)O[C@@H]1[C@]2(C)[C@@H](C[C@@H]1[N+]1(CCCC1)CC=C)[C@@H]1CC[C@H]3C[C@@H]([C@H](C[C@]3(C)[C@H]1CC2)N2CCOCC2)O